(2-(4-(naphthalen-2-yl)-1H-indazol-1-yl)ethyl)morpholine hydrochloride Cl.C1=C(C=CC2=CC=CC=C12)C1=C2C=NN(C2=CC=C1)CCN1CCOCC1